F[C@@H]1C[C@H](N(C1)C(CN1C(NC(C(=C1)C)=O)=O)=O)C(=O)N[C@H](C1=CC=CC=C1)C1=NC(=C(C=C1)C(C)C)F |o1:21| (2S,4R)-4-fluoro-N-[(R*)-[6-fluoro-5-(propan-2-yl)pyridin-2-yl](phenyl)methyl]-1-[2-(5-methyl-2,4-dioxo-1,2,3,4-tetrahydropyrimidin-1-yl)acetyl]pyrrolidine-2-carboxamide